ClC=1C=C(C=C(C1)Cl)C1=NC(=CC(=C1)CN1CCC(CC1)CCO)OC1=NC=C(N=C1)N1CCN(CC1)C 2-(1-((2-(3,5-dichlorophenyl)-6-((5-(4-methylpiperazin-1-yl)pyrazin-2-yl)oxy)pyridin-4-yl)methyl)piperidin-4-yl)ethanol